spiro[acridine-9,9'-anthracen]-10'-one C1=CC=CC=2C(C3=CC=CC=C3C3(C12)C1=CC=CC=C1NC=1C=CC=CC13)=O